O=C1CCN(C2=C(N1)N=C1C(=C2)C=CN1)C1=C(C(=O)N)C=CC=C1 2-(4-oxo-3,4,5,7-tetrahydropyrrolo[3',2':5,6]pyrido[2,3-b][1,4]diazepin-1(2H)-yl)benzamide